magnesium bis(hexamethyldisilazide) C[Si]([N-][Si](C)(C)C)(C)C.C[Si]([N-][Si](C)(C)C)(C)C.[Mg+2]